4-butoxy-3,5-dimethoxy-phenethylamine C(CCC)OC1=C(C=C(CCN)C=C1OC)OC